DEAZA-SPERMIDIN CCCCCNCCCN